5-(6-(hydroxymethyl)benzo[d]thiazol-2-yl)-2-isobutoxybenzonitrile OCC1=CC2=C(N=C(S2)C=2C=CC(=C(C#N)C2)OCC(C)C)C=C1